N1=C2C(=CC=C1)C(CC2)=O 6,7-dihydro-cyclopenta[b]pyridin-5-one